tert-butyl (S)-(1-((tert-butyldimethylsilyl)oxy)-3-(2,6-dibromophenyl)propan-2-yl)carbamate [Si](C)(C)(C(C)(C)C)OC[C@H](CC1=C(C=CC=C1Br)Br)NC(OC(C)(C)C)=O